Cl.NC1CC(CCC1)N1C(=CC2=CC=C(C=C12)C1=CC=C(C=C1)F)C(=O)N (3-Aminocyclohexyl)-6-(4-fluorophenyl)-1H-indole-2-carboxamide hydrochloride